(R)-1-(phenylthio)-4-(pyrrolidin-1-yl)butan-2-amine hydrochloride Cl.C1(=CC=CC=C1)SC[C@@H](CCN1CCCC1)N